[Cr](=O)([O-])([O-])=O.[Cu+2] copper chromite oxide